2-(((R)-5-((R)-2-(4-chloro-2-fluorophenyl)-2-methylbenzo[d][1,3]dioxol-4-yl)-3,6-dihydro-2H-pyran-2-yl)methyl)-1-(((S)-oxetan-2-yl)methyl)-1H-benzo[d]imidazole-6-carboxylic acid ClC1=CC(=C(C=C1)[C@]1(OC2=C(O1)C=CC=C2C2=CC[C@@H](OC2)CC2=NC1=C(N2C[C@H]2OCC2)C=C(C=C1)C(=O)O)C)F